COC=1C=C(C(=O)NC2CCC(CC2)NC2=CC(=NC3=CC=C(C=C23)Cl)C(F)(F)F)C=CC1 3-methoxy-N-[(1s,4s)-4-{[6-chloro-2-(trifluoromethyl)quinolin-4-yl]amino}cyclohexyl]benzamide